(3r,4s)-4-(4-fluorophenyl)-3-hydroxymethyl-1-methylpiperidine FC1=CC=C(C=C1)[C@@H]1[C@H](CN(CC1)C)CO